tri-iso-Propylsilyloxymethyl ether C(C)(C)[Si](OCOCO[Si](C(C)C)(C(C)C)C(C)C)(C(C)C)C(C)C